2-(1-(cyclopropylmethyl)-1H-indol-2-yl)-7-fluoro-1H-benzo[d]imidazole-5-carboxylic acid methyl ester COC(=O)C1=CC2=C(NC(=N2)C=2N(C3=CC=CC=C3C2)CC2CC2)C(=C1)F